ClC=1C=NN2C1N=C(NC1=C2C=C(C=C1)C(=O)N)C1=C(C=CC=C1F)F 3-chloro-5-(2,6-difluorophenyl)-6H-pyrazolo[1,5-a][1,3,5]benzotriazepine-9-carboxamide